BrC1=CC(=C(C=C1)CNC(C1=C(C=CC=C1)OC)=O)C N-[(4-bromo-2-methylphenyl)methyl]-2-methoxy-benzamide